O(C1=CC=CC=C1)C1=CC(=C(C=O)C=C1)C(F)(F)F 4-phenoxy-2-(trifluoromethyl)benzaldehyde